N=1N(C=C2C=CC=CC12)C1CC(N(CC1)CC1=C2C=CNC2=C(C=C1OC)C)C1=CC=C(C(=O)O)C=C1 4-(4-(2H-indazol-2-yl)-1-((5-methoxy-7-methyl-1H-indol-4-yl)methyl)piperidin-2-yl)benzoic acid